C(C1=CC=CC=C1)ON1C=2C(NC[C@@H](NC(C=3N(C(C(C(NCCCNCCCCNCCCNC(C(C1=O)=CC2)=O)=O)=CC3)=O)OCC3=CC=CC=C3)=O)CCCCNC(OC(C)(C)C)=O)=O (S)-tert-butyl (4-(9,30-bis(benzyloxy)-2,7,10,12,27,29-hexaoxo-3,6,9,13,17,22,26,30-octaazatricyclo[26.2.2.28,11]tetratriaconta-1(31),8(34),11(33),28(32)-tetraen-4-yl)butyl)carbamate